BrC=1SC2=C(N1)C(=CC1=C2OCC(O1)CO[Si](C)(C)C(C)(C)C)C(Br)Br 2-bromo-7-(((tert-butyldimethylsilyl)oxy)methyl)-4-(di-bromomethyl)-7,8-dihydro-[1,4]dioxino[2',3':3,4]benzo[1,2-d]thiazole